[Si](C)(C)(C(C)(C)C)OCCNC(CC(F)F)C=1C(=NC=CC1)N 3-(1-((2-((tert-butyldimethylsilyl)oxy)ethyl)amino)-3,3-difluoropropyl)pyridin-2-amine